6-(4-hydroxy-2,2-dimethylpyrrolidin-1-yl)-N-(4-methyl-6-morpholinopyridin-2-yl)-2-(6-azaspiro[2.5]octan-6-yl)nicotinamide OC1CC(N(C1)C1=NC(=C(C(=O)NC2=NC(=CC(=C2)C)N2CCOCC2)C=C1)N1CCC2(CC2)CC1)(C)C